COC=1C(=C(C=CC1N)C1=CC=CC(=C1)N)OC dimethoxy-4,5'-diaminobiphenyl